COC1=NNC(=C1)C(=O)OC methyl 3-methoxy-1H-pyrazole-5-carboxylate